3,7-dihydro-7-methyl-1H-purine-2,6-Dione CN1C=NC=2NC(NC(C12)=O)=O